OC(CO)C1=CC=CC(=N1)C1=CC=C(OC2=C(C=C(C=C2)C(C)=O)C(F)(F)F)C=C1 1-(4-(4-(6-(1,2-dihydroxyethyl)pyridin-2-yl)phenoxy)-3-(trifluoromethyl)phenyl)ethanone